C(C)(C)(C)[S@@](=O)N[C@@H](CC(=O)OCC)C=1C=C(C=C(C1F)F)C1=C(C=C(C=C1C)C)C ethyl (S)-3-(((R)-tert-butylsulfinyl)amino)-3-(4,5-difluoro-2',4',6'-trimethyl-[1,1'-biphenyl]-3-yl)propanoate